N1=CC=CC2=CC(=CC=C12)\C=C\1/N=C(NC1=O)N[C@H]1COCCC1 (4Z)-4-(6-quinolylmethylene)-2-[[(3R)-tetrahydropyran-3-yl]amino]-1H-imidazol-5-one